1-(3-((3-methoxybenzyl)(4-(4-methylpiperazin-1-yl)benzyl)amino)benzyl)piperazine-2,5-dione COC=1C=C(CN(C=2C=C(CN3C(CNC(C3)=O)=O)C=CC2)CC2=CC=C(C=C2)N2CCN(CC2)C)C=CC1